CS(=O)(=O)OC[C@H]1N(C2(CC2)CC1)C(=O)OC(C)(C)C tert-butyl (5S)-5-[(methanesulfonyloxy)methyl]-4-azaspiro[2.4]heptane-4-carboxylate